C(C)OC=C(C=C(C(=O)O)C(=O)O)C.C(C1=CC=CC=C1)OC([C@H](CC(C)C)NC(C1=CC=C(C=C1)C(C)(C)C)=O)=O.ClC=1C=C(C=CC1)N1CCN(CC1)CCC 3-[4-(3-chlorophenyl)piperazin-1-yl]propane (S)-Benzyl-2-(4-tert-butylbenzamido)-4-methylpentanoate 2-(3-ethoxy-2-methylallylidene)malonate